FC=1C=CC(=C(C(=O)NCC=2C=CC(=C3C=CNC23)B2OC(C(O2)(C)C)(C)C)C1)OC 5-Fluoro-2-methoxy-N-((4-(4,4,5,5-tetramethyl-1,3,2-dioxaborolan-2-yl)-1H-indol-7-yl)methyl)benzamide